(2S)-3-cyclopropyl-2-[4-oxo-3-(2-trimethylsilylethoxymethyl)imidazo[4,5-c]pyridin-5-yl]propanoic acid C1(CC1)C[C@@H](C(=O)O)N1C(C2=C(C=C1)N=CN2COCC[Si](C)(C)C)=O